[Br-].C[N+]1(CCCC1)CC N-methyl-N-ethylpyrrolidinium bromide